CC1=NC(=NO1)C1=CC2=C(C(CO2)NC(C2=CC=CC=C2)=O)C=C1 N-(6-(5-methyl-1,2,4-oxadiazol-3-yl)-2,3-dihydrobenzofuran-3-yl)benzamide